2,4-DIFLUOROBENZYLISOCYANIDE FC1=C(C[N+]#[C-])C=CC(=C1)F